C(C1=CC=CC=C1)OC1=NC(=CC=C1C1=NN(C2=CC(=CC=C12)N1CCC(CC1)CN1[C@@H](CN(CC1)C(=O)OC(C)(C)C)C)C)OCC1=CC=CC=C1 tert-butyl (R)-4-((1-(3-(2,6-bis(benzyloxy)pyridin-3-yl)-1-methyl-1H-indazol-6-yl)piperidin-4-yl)methyl)-3-methylpiperazine-1-carboxylate